CC(=CCOC=1C=CC(=C(OCC(=O)O)C1)C(\C=C\C1=CC=C(C=C1)CCC)=O)C 2-[5-(3-Methylbut-2-enoxy)-2-[(E)-3-(4-propylphenyl)prop-2-enoyl]phenoxy]acetic acid